C(C)(C)(C)OC(=O)N1C(CCC1)(C)CCO 2-(2-hydroxyethyl)-2-methylpyrrolidine-1-carboxylic acid tert-butyl ester